N1CC(C1)NCCNC=1C=NC2=CC=C(C=C2C1)C=1N=CNC1C1=NC(=CC=C1)C N'-(azetidin-3-yl)-N-[6-[5-(6-methyl-2-pyridyl)-1H-imidazol-4-yl]-3-quinolyl]ethane-1,2-diamine